4-(furan-2-carbonyl)-benzoic acid O1C(=CC=C1)C(=O)C1=CC=C(C(=O)O)C=C1